hydroxy-3-cyclohexene OC1CC=CCC1